tert-butyl (4S)-2,2-dimethyl-4-(prop-1-en-1-yl)-1,3-oxazolidine-3-carboxylate CC1(OC[C@@H](N1C(=O)OC(C)(C)C)C=CC)C